CO[Si](CCCNCCC[Si](OC)(OC)OC)(OC)OC Bis(3-trimethoxysilyl-propyl)amine